2-[6-[[5-(Trifluoromethyl)pyrimidin-2-yl]methyl]-2-azaspiro[3.3]heptane-2-carbonyl]-2,5-diazaspiro[3.4]octan-6-one FC(C=1C=NC(=NC1)CC1CC2(CN(C2)C(=O)N2CC3(C2)NC(CC3)=O)C1)(F)F